(R)-1-(1-(4-bromophenyl)ethyl)-4-toluenesulfonylpiperazine BrC1=CC=C(C=C1)[C@@H](C)N1CCN(CC1)S(=O)(=O)CC1=CC=CC=C1